C1(CC1)N1C(=NC(=C1)C(F)(F)F)C1=CC=C(C=C1)[C@@H](C)N1C=2N(CCC1)N=C(N2)C=2C(=NC=NC2OC)C2CC2 (R)-4-(1-(4-(1-cyclopropyl-4-(trifluoromethyl)-1H-imidazol-2-yl)phenyl)ethyl)-2-(4-cyclopropyl-6-methoxypyrimidin-5-yl)-6,7-dihydro-[1,2,4]triazolo[1,5-a]pyrimidin